C(C1=CC=CC=C1)(C1=CC=CC=C1)N1CC(C1)N1CC2=CC=C(C=C2CC1)NC 2-(1-benzhydryl-azetidin-3-yl)-N-methyl-1,2,3,4-tetrahydroisoquinolin-6-amine